N1N=NC=C1C(=O)N1CCN(CC1)C1=C(N(C=2N(C1=O)N=C(N2)C2=CC=CC=C2)CC(=O)NC2=C(C=C(C=C2)C(F)(F)F)Cl)CC 2-(6-(4-(1H-1,2,3-triazole-5-carbonyl)piperazine-1-yl)-5-ethyl-7-oxo-2-phenyl-[1,2,4]triazolo[1,5-a]pyrimidin-4(7H)-yl)-N-(2-chloro-4-(trifluoromethyl)phenyl)acetamide